FC(COCC(F)(F)F)(F)F 2,2,2-Trifluoroethyl 1,1,1-trifluoroethyl ether